2-oxaadamantan-1-amine hydrochloride Cl.C12(OC3CC(CC(C1)C3)C2)N